ClC=1C=C(C=C2C(=C(C=NC12)C#N)NCC(C)(C)C)N[C@@H](C=1C=2N(C=CC1)N=CC2)C=2N=NN(C2)C2(CC2)C(F)F (S)-8-chloro-6-(((1-(1-(difluoromethyl)cyclopropyl)-1H-1,2,3-triazol-4-yl)(pyrazolo[1,5-a]pyridin-4-yl)methyl)amino)-4-(neopentylamino)quinoline-3-carbonitrile